CC1=C(C(=C2CCC3(OC4=C(C(=C(C(=C4CC3)C)C)C)P(C3=CC=CC=C3)C3=CC=CC=C3)OC2=C1P(C1=CC=CC=C1)C1=CC=CC=C1)C)C Hexamethyl-2,2'-spirobichroman-8,8'-diylbis(diphenylphosphane)